ClC1=CC=C(C=C1)C1=N[C@H](C=2N(C3=C1C=C(C=C3)OC)C(=NN2)C)CC(=O)NCCNC(C=CC2=CC=CC=C2)=O N-(2-(2-((4S)-6-(4-chlorophenyl)-8-methoxy-1-methyl-4H-benzo[f][1,2,4]triazolo[4,3-a][1,4]diazepin-4-yl)acetamido)ethyl)cinnamamide